methyl-tert.-butyl ether COC(C)(C)C